imino({5-[(7-methoxyquinolin-4-yl)oxy]pyridin-2-yl})methyl-λ6-sulfanone N=S(=O)CC1=NC=C(C=C1)OC1=CC=NC2=CC(=CC=C12)OC